C1(CC1)CC1=C(C(=NN1C=1SC=C(N1)C(=O)O)C=1C=C(C=C(C1)F)C1=CC(=CC=C1)F)CC1=CC=C(C=C1)S(N)(=O)=O 2-(5-(cyclopropylmethyl)-3-(3',5-difluoro-[1,1'-biphenyl]-3-yl)-4-(4-sulfamoylbenzyl)-1H-pyrazol-1-yl)thiazole-4-carboxylic acid